N1C(CC12CCCC2)C(=O)O.FC(C2=CC=C(C=C2)C2=CC1(CN(C1)C(C=C)=O)CC2)(F)F 1-(6-(4-(trifluoromethyl)phenyl)-2-azaspiro[3.4]oct-5-en-2-yl)prop-2-en-1-one azaspiro[3.4]octane-2-carboxylate